tert-butyl 3-(6-(4-(2,7-dimethyl-2H-indazol-5-yl)-2-(methoxymethoxy)phenyl)pyridazin-3-yl)azetidine-1-carboxylate CN1N=C2C(=CC(=CC2=C1)C1=CC(=C(C=C1)C1=CC=C(N=N1)C1CN(C1)C(=O)OC(C)(C)C)OCOC)C